2-(2-(3-indolyl)ethyl)-6-methoxy-1,2,3,4-tetrahydroisoquinolin-7-ol N1C=C(C2=CC=CC=C12)CCN1CC2=CC(=C(C=C2CC1)OC)O